methyl 2-(1-cyclohexyl-3-methyl-2-oxoindolin-3-yl)acetate C1(CCCCC1)N1C(C(C2=CC=CC=C12)(C)CC(=O)OC)=O